C(CCCCCCCCCCCCCCC)N1C(=C(C(C=C1)=O)OCC=C)C=O N-hexadecyl-2-formyl-3-(2-propen-1-yloxy)-pyridin-4-one